C(OCC=C)(OC(C(Cl)(Cl)Cl)OC(=O)OC=CC)=O prop-2-enyl (2,2,2-trichloro-1-propenoxycarbonyloxyethyl) carbonate